1-(6-(7-(5-methyl-1H-indazol-4-yl)-2-(1-methylpiperidin-4-yl)-8-(2,2,2-Trifluoroethoxy)-6-vinylquinazolin-4-yl)-2,6-diazaspiro[3.3]hept-2-yl)prop-2-ene CC=1C(=C2C=NNC2=CC1)C1=C(C=C2C(=NC(=NC2=C1OCC(F)(F)F)C1CCN(CC1)C)N1CC2(CN(C2)CC=C)C1)C=C